C1(CCCCC1)P(C1=C(C(=O)O)C=CC=C1)C1=CC=CC=C1 o-(cyclohexyl-phenylphosphino)benzoic acid